C(C1=CC=CC=C1)OC1=CC=C(C=N1)CC1=NN2C(N=C(C=C2N)Cl)=C1CC [(6-benzyloxy-3-pyridyl)methyl]-5-chloro-3-ethyl-pyrazolo[1,5-a]pyrimidin-7-amine